N-(tert-butyldimethylsilyl)-4-(2-hydroxypropan-2-yl)-N'-((2,4,5,6-tetrahydro-1H-cyclobuta[f]inden-3-yl)carbamoyl)thiophene-2-sulfonimidamide [Si](C)(C)(C(C)(C)C)NS(=O)(=NC(NC1=C2C(=CC=3CCCC13)CC2)=O)C=2SC=C(C2)C(C)(C)O